rel-2-((3R,4R)-4-((4-(ethyl(2-fluoro-4-(trifluoromethyl)benzyl)amino)-7H-pyrrolo[2,3-d]pyrimidin-7-yl)methyl)-3-hydroxypiperidin-1-yl)acetamide C(C)N(C=1C2=C(N=CN1)N(C=C2)C[C@@H]2[C@H](CN(CC2)CC(=O)N)O)CC2=C(C=C(C=C2)C(F)(F)F)F |o1:13,14|